C12(CC3CC(CC(C1)C3)C2)CN2N=CC(=C2C)C=2C(=NC(=CC2)N(C=2N=NC(=C(C2)C)NC=2SC3=NC=CC=C3N2)C)C(=O)NS(=O)(=O)CCCCCC(=O)O 6-[[3-[1-(1-adamantylmethyl)-5-methyl-pyrazol-4-yl]-6-[methyl-[5-methyl-6-(thiazolo[5,4-b]pyridin-2-ylamino)pyridazin-3-yl]amino]pyridine-2-carbonyl]sulfamoyl]hexanoic acid